(2-bromo-3-methoxy-phenyl)-[rac-(3R,9aS)-3-(3-chloro-4-fluoro-phenyl)-3,4,6,7,9,9a-hexahydro-1H-pyrazino[2,1-c][1,4]oxazin-8-yl]methanone BrC1=C(C=CC=C1OC)C(=O)N1C[C@H]2CO[C@@H](CN2CC1)C1=CC(=C(C=C1)F)Cl |r|